phenylborate-glucose O=C[C@H](O)[C@@H](O)[C@H](O)[C@H](O)CO.C1(=CC=CC=C1)OB(O)O